(E)-3-(4-hydroxy-3-methoxyphenyl)-1-(4-((3-nitrophenyl)sulfonyl)piperazin-1-yl)prop-2-en-1-one OC1=C(C=C(C=C1)/C=C/C(=O)N1CCN(CC1)S(=O)(=O)C1=CC(=CC=C1)[N+](=O)[O-])OC